(1R,2S,5S)-3-(N-(2-fluorophenyl)sulfamoyl)-6,6-dimethyl-N-((S)-3-oxo-1-((S)-2-oxopyrrolidin-3-yl)-4-(trifluoromethoxy)butan-2-yl)-3-azabicyclo[3.1.0]hexane-2-carboxamide FC1=C(C=CC=C1)NS(=O)(=O)N1[C@@H]([C@H]2C([C@H]2C1)(C)C)C(=O)N[C@@H](C[C@H]1C(NCC1)=O)C(COC(F)(F)F)=O